2-fluoro-4-[1-methyl-2-(4-methylamino-piperidin-1-yl)-5-(2-methyl-2H-indazol-5-yl)-6-oxo-1,6-dihydro-pyrimidin-4-yl]-benzonitrile FC1=C(C#N)C=CC(=C1)C=1N=C(N(C(C1C1=CC2=CN(N=C2C=C1)C)=O)C)N1CCC(CC1)NC